N-(2-Oxo-2-(3-ethoxyphenyl)ethyl)chloroacetamide O=C(CNC(CCl)=O)C1=CC(=CC=C1)OCC